N1(CCC(CC1)CCC=1C=C2CN(C(C2=CC1)=O)C1C(NC(CC1)=O)=O)C1CCNCC1 3-[5-(2-{[1,4'-bipiperidin]-4-yl}ethyl)-1-oxo-2,3-dihydro-1H-isoindol-2-yl]piperidine-2,6-dione